N-(3-{[2-(4-cyclohexylphenoxy)acetyl]amino}phenyl)pentanamide C1(CCCCC1)C1=CC=C(OCC(=O)NC=2C=C(C=CC2)NC(CCCC)=O)C=C1